(7S)-7-Methyl-3-(2-{methyl[(3S)-oxolan-3-yl]amino}ethyl)-2-[2-(2-oxo-1,2-dihydropyridin-1-yl)ethyl]-3H,6H,7H,8H,9H-imidazo[4,5-f]chinolin C[C@@H]1NC2=CC=C3C(=C2CC1)N=C(N3CCN([C@@H]3COCC3)C)CCN3C(C=CC=C3)=O